ClC=1C=C(C=CC1F)NC1=NC=2N(C=C1)N=CC2C(C(=O)N)CCC2=CC=C(C=C2)N(CCCl)CCCl [5-(3-chloro-4-fluorophenylamino)-pyrazolo[1,5-a]pyrimidin-3-yl]4-{4-[bis-(2-chloroethyl)-amino]-phenyl}-butyramide